NC(CCCCO)CC 5-amino-heptanol